N=1N(N=C2C1C=CC=C2)C2=CC=C(C=C2)N(C2=CC=C(C=C2)C2=CC=CC1=CC=CC=C21)C2=CC=C(C=C2)N2N=C1C(=N2)C=CC=C1 bis-{4-(benzotriazol-2-yl)phenyl}-{4-(naphthalen-1-yl)phenyl}amine